1-cyclopentyl-4-((5-(thiazol-2-yl)-1,3,4-thiadiazol-2-yl)methyl)piperazine-2,3-dione C1(CCCC1)N1C(C(N(CC1)CC=1SC(=NN1)C=1SC=CN1)=O)=O